Isopropyl 4-allyl-1-(1-(naphthalen-1-yl)ethyl)piperidine-4-carboxylate C(C=C)C1(CCN(CC1)C(C)C1=CC=CC2=CC=CC=C12)C(=O)OC(C)C